6-[8-(1,3-benzothiazol-2-ylcarbamoyl)-3,4-dihydroisoquinolin-2(1H)-yl]-3-(1-{[1-(2-methoxyethyl)cycloheptyl]methyl}-5-methyl-1H-pyrazol-4-yl)pyridine-2-carboxylic acid S1C(=NC2=C1C=CC=C2)NC(=O)C=2C=CC=C1CCN(CC21)C2=CC=C(C(=N2)C(=O)O)C=2C=NN(C2C)CC2(CCCCCC2)CCOC